ClC1=C(C=CC=2C3=C(NC12)C(CN(C3)C(=O)C3=NC=C(C=N3)OC)C#N)Cl 6,7-dichloro-2-(5-methoxypyrimidine-2-carbonyl)-2,3,4,5-tetrahydro-1H-pyrido[4,3-b]indole-4-carbonitrile